C(O)[O] methyloloxygen